tris(trimethylsilyl)methyl iodide C[Si](C)(C)C([Si](C)(C)C)([Si](C)(C)C)I